BrC=1C=CC(=C(C1)CC(CC(=O)OC)=O)[N+](=O)[O-] methyl 4-(5-bromo-2-nitrophenyl)-3-oxobutanoate